NC1=C2C(=NC=N1)N(N=C2C2=CC(=C(C=C2)NC(=O)NC2=CC(=NO2)C2(CC2)N2CCN(CC2)C)F)C2CC2 1-(4-(4-amino-1-cyclopropyl-1H-pyrazolo[3,4-d]pyrimidin-3-yl)-2-fluorophenyl)-3-(3-(1-(4-methylpiperazin-1-yl)cyclopropyl)isoxazol-5-yl)urea